aminopentanoic acid anion NC(C(=O)[O-])CCC